2-(2-Fluoro-5-methylsulfonylphenyl)pyrazolo[1,5-a]pyrimidine-3-carboxylic acid FC1=C(C=C(C=C1)S(=O)(=O)C)C1=NN2C(N=CC=C2)=C1C(=O)O